2,2'-(p-phenylene)di-3,1-benzoxazin-4-one C1(=CC=C(C=C1)C1=NC2=C(C(O1)=O)C=CC=C2)C2=NC1=C(C(O2)=O)C=CC=C1